(R)-4-(1-((1-(3-(difluoromethyl)-2-methylphenyl)ethyl)amino)-4-methylpyrido[3,4-d]pyridazin-7-yl)piperazine-1-carboxylic acid tert-butyl ester C(C)(C)(C)OC(=O)N1CCN(CC1)C1=CC=2C(=C(N=NC2N[C@H](C)C2=C(C(=CC=C2)C(F)F)C)C)C=N1